C(C)S(=O)(=O)C=1C=C(C=NC1C1=CC2=C(N(C(OC2)=O)CC(F)(F)F)C=N1)C1(CC1)C#N 1-[5-ethylsulfonyl-6-[2-oxo-1-(2,2,2-trifluoroethyl)-4H-pyrido[3,4-d][1,3]oxazin-6-yl]-3-pyridyl]cyclopropanecarbonitrile